4-[[4-[[(1S)-2-hydroxy-1-phenyl-ethyl]amino]-5-[5-(trifluoromethyl)-1,3,4-oxadiazol-2-yl]pyrimidin-2-yl]amino]-N,2-dimethyl-benzamide OC[C@H](C1=CC=CC=C1)NC1=NC(=NC=C1C=1OC(=NN1)C(F)(F)F)NC1=CC(=C(C(=O)NC)C=C1)C